BrC1=C(C=C2C=C(N(C2=C1)S(=O)(=O)C1=CC=CC=C1)\C=N\S(=O)C(C)(C)C)Cl (E)-N-((6-bromo-5-chloro-1-(phenylsulfonyl)-1H-indol-2-yl)methylene)-2-methylpropane-2-sulfinamide